C(C)(C)(C)N1N=CC(=C1C(=O)N)OC1=CC(=CC=C1)C(F)(F)F 1-(tert-butyl)-4-(3-(trifluoromethyl)phenoxy)-1H-pyrazole-5-carboxamide